COC1=CC=C(C(=O)N(C(C(=C)C)=O)C)C=C1 N-(p-methoxybenzoyl)-N-methyl-methacrylamide